3-(3-(6-(3-methylisoxazol-5-yl)pyrrolo[1,2-b]pyridazin-4-yl)-3,8-diazabicyclo[3.2.1]oct-8-yl)cyclobutane-1-carbonitrile CC1=NOC(=C1)C=1C=C2N(N=CC=C2N2CC3CCC(C2)N3C3CC(C3)C#N)C1